(R)-1-(2-aminopyrimidin-5-yl)-3-(1-(5,7-difluoro-3-methylbenzofuran-2-yl)-2,2,2-trifluoroethyl)urea NC1=NC=C(C=N1)NC(=O)N[C@@H](C(F)(F)F)C=1OC2=C(C1C)C=C(C=C2F)F